FC=1C=C(C#N)C=CC1C=1C=NN(C1)C1=CC=C(C=C1)F 3-fluoro-4-(1-(4-fluorophenyl)-1H-pyrazol-4-yl)benzonitrile